N-hydroxy-4-(2-((4-(((2-phenylcyclopropyl)amino)methyl)piperidin-1-yl)sulfonyl)ethyl)benzamide TFA salt OC(=O)C(F)(F)F.ONC(C1=CC=C(C=C1)CCS(=O)(=O)N1CCC(CC1)CNC1C(C1)C1=CC=CC=C1)=O